[Si](C)(C)(C(C)(C)C)OCC1=NOC(=C1)NC(OC1=CC=CC=C1)=O phenyl (3-(((tert-butyldimethylsilyl)oxy)methyl)isoxazol-5-yl)carbamate